(S)-1-cyclopropylethylamine C1(CC1)[C@H](C)N